ClC=1N=CC=2N3C(N(C2N1)CC1=CC=C(C=C1)C=1N(C=C(N1)C(F)(F)F)C)=CN=C3 2-Chloro-9-(4-(1-methyl-4-(trifluoromethyl)-1H-imidazol-2-yl)benzyl)-9H-imidazo[5,1-f]purine